C1(=CC=C(C=C1)C1CC(=[N+](O1)[O-])C#N)C1=CC=CC=C1 5-(4-(1,1'-biphenyl)yl)-3-cyano-isoxazoline N-oxide